1-[4-(4-chloroanilino)-6-(3-methoxy-3-methyl-azetidin-1-yl)-5-nitro-pyrimidin-2-yl]oxy-2-methyl-propan-2-ol ClC1=CC=C(NC2=NC(=NC(=C2[N+](=O)[O-])N2CC(C2)(C)OC)OCC(C)(O)C)C=C1